BrC=1C=NN(C1C)C1CCN(CC1)C(=O)OC(C)(C)C tert-butyl 4-(4-bromo-5-methyl-1H-pyrazol-1-yl)piperidine-1-carboxylate